9-(4-fluorophenyl)-6-oxaspiro[4.5]dec-8-ene-8-carboxylic acid methyl ester COC(=O)C=1COC2(CCCC2)CC1C1=CC=C(C=C1)F